bis(2,3-epithio-propyl)sulfide C(C1CS1)SCC1CS1